SC(CCC(CO)O)CC 5-mercapto-1,2-heptanediol